ClC1=NC=C(CC#N)C=C1 L-6-chloronicotinyl cyanide